COC(=O)[C@@H]1[C@@H](C1)C(=O)O cis-2-(methoxycarbonyl)cyclopropanecarboxylic acid